C1(CC1)C1=NN(C2=CC=C(C=C12)N1CCN(CC1)S(=O)(=O)C)C=1C=C(C(=C(C1)O)F)F 5-(3-Cyclopropyl-5-(4-(meth-ylsulfonyl)piperazin-1-yl)-1H-indazol-1-yl)-2,3-difluoro-phenol